FC=1C(=NNC1C(=O)N1CCOCC1)S(=O)(=O)N(CC1=CC=C(C=C1)OC)CC1=CC=C(C=C1)OC 4-fluoro-N,N-bis(4-methoxybenzyl)-5-(morpholine-4-carbonyl)-1H-pyrazole-3-sulfonamide